pentamethyl-cyclopentadienyl-trimethoxy-titanium CC1=C(C(=C(C1([Ti](OC)(OC)OC)C)C)C)C